C1(CCC1)OC=1N=NN(N1)CC1=C(N=NN1C)C1=CC=C(C(=N1)C)O[C@@H]1C[C@@H](CCC1)C(=O)O (1R,3S)-3-[(6-{5-[(5-cyclobutoxy-2H-1,2,3,4-tetrazol-2-yl)methyl]-1-methyl-1H-1,2,3-triazol-4-yl}-2-methylpyridin-3-yl)oxy]cyclohexane-1-carboxylic acid